FC(C(=O)O)(F)F.NC1=NC2=CC=C(C=C2C=C1C)C(=O)N([C@H](C)C1=C(C=CC=C1)F)CC1=NC=C(C=C1)C#N (R)-2-amino-N-((5-cyanopyridin-2-yl)methyl)-N-(1-(2-fluorophenyl)ethyl)-3-methylquinoline-6-carboxamide 2,2,2-trifluoroacetate